N1(CCCCC1)NC(=O)C=1N=C(N(C1CO)C1=CC=C(C=C1)C#CCCO[N+](=O)[O-])C1=C(C=C(C=C1)Cl)Cl 2-(2,4-Dichloro-phenyl)-5-hydroxymethyl-1-[4-(4-nitrooxy-but-1-ynyl)-phenyl]-1H-imidazole-4-carboxylic acid piperidin-1-ylamide